bis(trifluoromethylsulfonyl)methanethione tert-butyl-N-{2-chloro-6-[(1Z)-prop-1-en-1-yl]furo[3,2-d]pyrimidin-4-yl}-N-(pyridin-4-ylmethyl)carbamate C(C)(C)(C)OC(N(CC1=CC=NC=C1)C=1C2=C(N=C(N1)Cl)C=C(O2)\C=C/C)=O.FC(S(=O)(=O)C(=S)S(=O)(=O)C(F)(F)F)(F)F